N[C@H](CO)C1=NC=C(C(=C1)N1N=CN=C1)Cl (S)-2-amino-2-(5-chloro-4-(1H-1,2,4-triazol-1-yl)pyridin-2-yl)ethan-1-ol